5-(methylamino)-6-(3-methylimidazo[4,5-c]pyridin-7-yl)-3-[4-(6-oxa-3-azabicyclo[3.1.1]hept-3-yl)anilino]pyrazine-2-carboxamide CNC=1N=C(C(=NC1C=1C2=C(C=NC1)N(C=N2)C)C(=O)N)NC2=CC=C(C=C2)N2CC1OC(C2)C1